(6R)-9-fluoro-13-oxa-2,11,19,21,25,26,29-heptaazahexacyclo[21.5.2.02,6.07,12.015,20.026,30]triaconta-1(29),7,9,11,15(20),16,18,23(30),24,27-decaen-22-one FC=1C=C2[C@H]3CCCN3C=3C=CN4N=CC(C(NC=5N=CC=CC5COC2=NC1)=O)=C4N3